[4-bromo-2-(difluoromethoxy)-6-methoxyphenyl]-[3-hydroxy-3-(trifluoromethyl)azetidin-1-yl]methanone BrC1=CC(=C(C(=C1)OC)C(=O)N1CC(C1)(C(F)(F)F)O)OC(F)F